[O-2].[Cr+].[Cr+] chromium(I) oxide